4,4',4''-[(2,4,6-trimethyl-1,3,5-benzenetriyl)tris(methylene)]tris[2,6-bis(1,1-dimethylethyl)-phenol] CC1=C(C(=C(C(=C1CC1=CC(=C(C(=C1)C(C)(C)C)O)C(C)(C)C)C)CC1=CC(=C(C(=C1)C(C)(C)C)O)C(C)(C)C)C)CC1=CC(=C(C(=C1)C(C)(C)C)O)C(C)(C)C